2-chloro-N4-[[4-[1-isopropyl-4-(trifluoromethyl)imidazol-2-yl]phenyl]methyl]pyrimidine-4,5-diamine ClC1=NC=C(C(=N1)NCC1=CC=C(C=C1)C=1N(C=C(N1)C(F)(F)F)C(C)C)N